ClC=1C=C(C=C(C1OCC1(CC1)O)C)C=1C(CC(NN1)=O)C 6-{3-chloro-4-[(1-hydroxycyclopropyl)methoxy]-5-methylphenyl}-5-methyl-4,5-dihydro-2H-pyridazin-3-one